C1(=CC=CC=C1)C=1SC2=C(N1)C=CC(=C2)C2=CC=C(C=C2)N 4-(2-phenyl-benzothiazole-6-yl)-phenyl-amine